FC(OC1=CC=CC=2C(N([C@H]3C=4N([C@@H](C21)C3)C3=C(N4)C=CC(=C3)C#CC3=NN=C(S3)NC(C)=O)C([2H])([2H])[2H])=O)F N-(5-(((7R,14R)-1-(difluoromethoxy)-6-(methyl-d3)-5-oxo-5,6,7,14-tetrahydro-7,14-methanobenzo[f]benzo[4,5]imidazo[1,2-a][1,4]diazocin-11-yl)ethynyl)-1,3,4-thiadiazol-2-yl)acetamide